NC1=C(C=C2C=C(C=NC2=N1)C(=O)N(CC=1N=NC(=CC1)C(F)(F)F)[C@H](C)C1=NC=CC=C1F)Br 7-amino-6-bromo-N-((1R)-1-(3-fluoro-2-pyridinyl)ethyl)-N-((6-(trifluoromethyl)-3-pyridazinyl)methyl)-1,8-naphthyridine-3-carboxamide